5-((3-(4-(trifluoromethoxy)phenyl)-1,2,4-oxadiazol-5-yl)amino)pyridinecarbonitrile FC(OC1=CC=C(C=C1)C1=NOC(=N1)NC=1C=CC(=NC1)C#N)(F)F